FC1=CC=C(C=C1)N1N=CC2=C1C=C1CCN(C[C@]1(C2)C(=O)OC)S(=O)(=O)C=2N=NN(C2)C (R)-methyl 1-(4-fluorophenyl)-6-((1-methyl-1H-1,2,3-triazol-4-yl)sulfonyl)-4,4a,5,6,7,8-hexahydro-1H-pyrazolo[3,4-g]isoquinoline-4a-carboxylate